FC1=C(C(=CC=C1)C)N1CCC(CC1)N1C(NC=2C(C1)=CN(N2)COCC[Si](C)(C)C)=O 5-[1-(2-fluoro-6-methyl-phenyl)-piperidin-4-yl]-2-(2-trimethylsilyl-ethoxymethyl)-2,4,5,7-tetrahydro-pyrazolo[3,4-d]pyrimidin-6-one